methyl 1-cyclopropyl-3-methoxy-3-methyl-2-oxo-indoline-6-carboxylate C1(CC1)N1C(C(C2=CC=C(C=C12)C(=O)OC)(C)OC)=O